S(N)(=O)(=O)C1=NC=CC(=C1)NC(=O)C=1C=NC=C(C1)C(F)(F)F N-(2-sulfamoylpyridin-4-yl)-5-(trifluoromethyl)-pyridine-3-carboxamide